2-cyclohexyl-1,3-dimethoxy-5-styrylbenzene C1(CCCCC1)C1=C(C=C(C=C1OC)C=CC1=CC=CC=C1)OC